FC1=C(C(=C(C=C1F)F)F)OB(O)O.FC1=C2NC(C(=NC2=CC=C1CN1CCN(CC1)C=1C=CC(=NC1C)C(=O)NC([2H])([2H])[2H])C)=O 5-(4-((5-fluoro-2-methyl-3-oxo-4H-quinoxalin-6-yl)methyl)piperazin-1-yl)-6-methyl-N-(methyl-d3)pyridine-2-carboxamide (2,3,5,6-tetrafluorophenyl)borate